C1(CCC1)C1=CC(=NN1)NC(CC1=CC=C(C=C1)OCC=1N=NC(=CC1)N1C(NC(CC1)=O)=O)=O N-(5-cyclobutyl-1H-pyrazol-3-yl)-2-(4-((6-(2,4-dioxotetrahydropyrimidin-1(2H)-yl)pyridazin-3-yl)methoxy)phenyl)acetamide